(S)-1-(8,9-dihydropyrano[2,3-g]indazol-1(7H)-yl)propan-2-amine N1(N=CC2=CC=C3C(=C12)CCCO3)C[C@H](C)N